2-{4-((trans)-5-{((3-oxo-2,3-dihydro-1H-isoindol-5-yl)oxy)methyl}azepan-4-yl)phenyl}-1λ6,2-thiazolidine-1,1-dione O=C1NCC2=CC=C(C=C12)OC[C@H]1[C@@H](CCNCC1)C1=CC=C(C=C1)N1S(CCC1)(=O)=O